C(C1=CC=CC=C1)N1CC=2C(N=C3N(C2C(C1)(F)F)CCN3CC3=C(C=CC=C3)OC)=O 7-Benzyl-9,9-difluoro-3-(2-methoxybenzyl)-2,3,6,7,8,9-hexahydroimidazo[1,2-a]pyrido[3,4-e]pyrimidin-5(1H)-one